tert-Butyl-3-({[tert-butyl(dimethyl)silyl]oxy}methyl)-4-formylpyrrolidine-1-carboxylate C(C)(C)(C)OC(=O)N1CC(C(C1)C=O)CO[Si](C)(C)C(C)(C)C